ClC=1C=C(C=CC1F)C(C=1NC=C(N1)S(=O)(=O)N1CC(NC(C1)C)C)C1=CC(=C(C=C1)F)F 1-((2-((3-chloro-4-fluorophenyl)(3,4-difluorophenyl)methyl)-1H-imidazol-4-yl)sulfonyl)-3,5-dimethylpiperazine